N-(β-aminoethyl)aminopropylmethyl-dimethoxysilane NCCNCCC[Si](OC)(OC)C